N-((6-(naphthalen-2-yl)imidazo[2,1-b]thiazol-5-yl)methyl)-2,3-dihydro-1H-indene-2-carboxamide C1=C(C=CC2=CC=CC=C12)C=1N=C2SC=CN2C1CNC(=O)C1CC2=CC=CC=C2C1